N-(1-((dimethylamino)methyl)cyclopropyl)-1-(3-fluorophenyl)cyclobutane-1-carboxamide CN(C)CC1(CC1)NC(=O)C1(CCC1)C1=CC(=CC=C1)F